(S)-2-((((9H-fluoren-9-yl)methoxy)carbonyl)amino)-3-(4-(benzamidomethyl)phenyl)propanoic acid C1=CC=CC=2C3=CC=CC=C3C(C12)COC(=O)N[C@H](C(=O)O)CC1=CC=C(C=C1)CNC(C1=CC=CC=C1)=O